OC1=CC(C2CCCC1C2=O)=O 4-Hydroxybicyclo[3.3.1]non-3-en-2,9-dion